tin 12-hydroxystearate OC(CCCCCCCCCCC(=O)[O-])CCCCCC.[Sn+4].OC(CCCCCCCCCCC(=O)[O-])CCCCCC.OC(CCCCCCCCCCC(=O)[O-])CCCCCC.OC(CCCCCCCCCCC(=O)[O-])CCCCCC